(S)-1-Amino-4-(4-((4-ethylpyridin-2-yl)carbamoyl)phenyl)-2-(1-methacryloylpiperidin-2-yl)-1H-imidazol-5-carboxamid NN1C(=NC(=C1C(=O)N)C1=CC=C(C=C1)C(NC1=NC=CC(=C1)CC)=O)[C@H]1N(CCCC1)C(C(=C)C)=O